5-(8-((1S,2S)-2-(7'-fluoro-2'-oxo-1'-(2,2,2-trifluoroethyl)spiro[cyclopropane-1,3'-indolin]-6'-yl)cyclopropyl)imidazo[1,2-b]pyridazin-6-yl)pyrimidine-2,4(1H,3H)-dione FC=1C(=CC=C2C3(C(N(C12)CC(F)(F)F)=O)CC3)[C@@H]3[C@H](C3)C=3C=1N(N=C(C3)C=3C(NC(NC3)=O)=O)C=CN1